C(C=C)C1(CCC(CC1)N1C(NC=2C1=C1C(=NC2)N(C(=C1I)C=1C(=NN(C1)C)OC)S(=O)(=O)C1=CC=CC=C1)=O)NC(=O)C1CC1 N-((1s,4s)-1-Allyl-4-(8-iodo-7-(3-methoxy-1-methyl-1H-pyrazol-4-yl)-2-oxo-6-(phenylsulfonyl)-3,6-dihydroimidazo[4,5-d]pyrrolo[2,3-b]pyridin-1(2H)-yl)cyclohexyl)cyclopropanecarboxamide